2-butylmalonic acid potassium sodium salt [Na+].[K+].C(CCC)C(C(=O)[O-])C(=O)[O-]